C(C)(=O)OC1=CC=C(C=C/C/2=C/C(=O)OC2=O)C=C1 p-acetoxy-styrene-maleic anhydride